N[C@H]1CN(C[C@@H]1F)C1=NC(=CC(=N1)N1CC=2C(=NC=CC2C1=O)C1=C(C=CC=C1OC)F)C1CC1 2-(2-((3s,4s)-3-amino-4-fluoropyrrolidin-1-yl)-6-cyclopropylpyrimidin-4-yl)-4-(2-fluoro-6-methoxyphenyl)-2,3-dihydro-1H-pyrrolo[3,4-c]pyridin-1-one